FC1=CC2=C(N(C(N=C2N2[C@H](CN(CC2)C(=O)[O-])C)=C=O)C=2C(=NC=CC2C)C(C)C)N=C1C=1C(=NC=CC1)SC (S)-4-(6-fluoro-1-(2-isopropyl-4-methylpyridin-3-yl)-7-(2-(methylthio)pyridin-3-yl)-2-carbonyl-1,2-dihydropyrido[2,3-d]pyrimidin-4-yl)-3-methylpiperazine-1-carboxylate